[W+3]=O Tungsten(V) Oxide